cis-8-dimethylamino-3-[2-(1H-imidazol-1-yl)-ethyl]-8-phenyl-1,3-diazaspiro[4.5]decane-2,4-dione CN(C1(CCC2(C(N(C(N2)=O)CCN2C=NC=C2)=O)CC1)C1=CC=CC=C1)C